2,3-dimethyl-5-bromoindole CC=1NC2=CC=C(C=C2C1C)Br